(4-(5-(2-methyl-[1,1'-biphenyl]-3-yl)-1,3,4-oxadiazol-2-yl)benzyl)aminopropanol [2-[6-[[5-(4-fluorophenyl)thiazol-2-yl]amino]imidazo[4,5-c]pyridin-1-yl]ethyl]carbamate FC1=CC=C(C=C1)C1=CN=C(S1)NC1=CC2=C(C=N1)N=CN2CCNC(=O)OC(CC)NCC2=CC=C(C=C2)C=2OC(=NN2)C=2C(=C(C=CC2)C2=CC=CC=C2)C